C([O-])([O-])=O.CC[N+](CC)(CC)CCOC.CC[N+](CCOC)(CC)CC methyl-(2-methoxyethyl)diethyl-methylammonium carbonate